BrC1=CC2=C(N=C(N=C2Cl)C)N=C1 6-bromo-4-chloro-2-methylpyrido[2,3-d]pyrimidine